(1R,3R,4R)-N-((S)-1-cyano-2-((S)-2-oxopyrrolidin-3-yl)ethyl)-5,5-difluoro-2-((2,2,2-trifluoroacetyl)-D-leucyl)-2-azabicyclo[2.2.2]octane-3-carboxamide C(#N)[C@H](C[C@H]1C(NCC1)=O)NC(=O)[C@@H]1N([C@H]2CC([C@@H]1CC2)(F)F)C([C@H](NC(C(F)(F)F)=O)CC(C)C)=O